3-bromo-5-(3,5-dichloro-4-fluorophenyl)-5-(trifluoromethyl)-4,5-dihydroisoxazole BrC1=NOC(C1)(C(F)(F)F)C1=CC(=C(C(=C1)Cl)F)Cl